1-phenyl-2-propanone C1(=CC=CC=C1)CC(C)=O